N1=CN=C(C2=C1COC2)N2CCC1(C(N3[C@H](O1)CC[C@H]3C3=CC=CC=C3)=O)CC2 (5'S,7a'R)-1-(5,7-dihydrofuro[3,4-d]pyrimidin-4-yl)-5'-phenyltetrahydro-3'H-spiro[piperidine-4,2'-pyrrolo[2,1-b][1,3]oxazol]-3'-one